bis-(3-pyridyl)benzamide tert-butyl-(R)-2-((tert-butoxycarbonyl)amino)-3-(3-fluoro-5-methylbenzamido)propanoate C(C)(C)(C)OC([C@@H](CNC(C1=CC(=CC(=C1)C)F)=O)NC(=O)OC(C)(C)C)=O.N1=CC(=CC=C1)C=1C(=C(C(=O)N)C=CC1)C=1C=NC=CC1